ClC=1C=NC(=C(C(=O)NC2CCC(CC2)CN2C(N(C3=C2C=CC=C3)C3=CC2=C(N=CN2C)C=C3)=O)C1)C 5-chloro-2-methyl-N-((1r,4r)-4-((3'-methyl-2-oxo-3'H-[1,5'-bibenzo[d]imidazol]-3(2H)-yl)methyl)cyclohexyl)nicotinamide